FC1=CC(=C(C=C1)C=CC(=O)N1C(OCC1C(C)C)=O)C(F)(F)F 3-(3-(4-fluoro-2-(trifluoromethyl)phenyl)acryloyl)-4-isopropyl-oxazolidin-2-one